(S)-7-isopropyl-4,8-dimethyl-2-((1-(3-methylisoxazole-5-carbonyl)azetidin-3-yl)amino)-7,8-dihydropteridin-6(5H)-one C(C)(C)[C@H]1C(NC=2C(=NC(=NC2N1C)NC1CN(C1)C(=O)C1=CC(=NO1)C)C)=O